CC1(CN(CCO1)C)C(=O)NC=1C=C2CN(CC2=C(C1)C1=CC=CC=C1)C#N 2-methyl-N-(2-cyano-7-phenylisoindolin-5-yl)-4-methylmorpholine-2-carboxamide